NCCNCCCCC[Si](OC)(OC)OC 3-[2-(2-Aminoethylamino)ethyl]propyl-trimethoxysilane